ClC=1C=C(OCCC(C(=O)O)C)C=CC1C=1N(C2=NC=NC(=C2N1)OC1(CC1)C)CC1=CC(=CC(=C1)OC)Cl 4-(3-chloro-4-(9-(3-chloro-5-methoxybenzyl)-6-(1-methylcyclopropoxy)-9H-purin-8-yl)phenoxy)-2-methylbutanoic acid